BrC1=NSC2=C1C=CC=C2C 3-Bromo-7-methyl-1,2-benzothiazole